ClC=1C=C(C(=C(C1)C1=C2C(=NN1C)C=C(S2)CN2C(C1C(C1C2=O)(C)C)=O)C(=O)C2CCNCC2)C 3-((3-(5-chloro-3-methyl-2-(piperidine-4-carbonyl)phenyl)-2-methyl-2H-thieno[3,2-c]pyrazol-5-yl)methyl)-6,6-dimethyl-3-azabicyclo[3.1.0]hexane-2,4-dione